3-propoxy-4-(tributylstannyl)pyridazine C(CC)OC=1N=NC=CC1[Sn](CCCC)(CCCC)CCCC